N-(2-hydroxyhexadecanoyl)-sphingosine OC(C(=O)N[C@@H](CO)[C@H](O)\C=C\CCCCCCCCCCCCC)CCCCCCCCCCCCCC